CC1=CC=C(C=C1)S(=O)(=O)C1=CN=CC=2N1C=CN2 5-(p-toluenesulfonyl)imidazo[1,2-a]pyrazine